(1S,2R,3S)-N-[7-chloro-6-[4-((3R,4R)-4-fluoro-3-methyl-tetrahydrofuran-3-yl)piperazin-1-yl]-3-isoquinolinyl]-2-ethyl-3-(1-methylpyrazol-3-yl)cyclopropanecarboxamide ClC1=C(C=C2C=C(N=CC2=C1)NC(=O)[C@H]1[C@@H]([C@@H]1C1=NN(C=C1)C)CC)N1CCN(CC1)[C@@]1(COC[C@@H]1F)C